2-(ethyl((7-methyl-4-oxo-3,4-dihydrothieno[3,2-d]pyrimidin-2-yl)methyl)amino)-N-methylacetamide C(C)N(CC(=O)NC)CC=1NC(C2=C(N1)C(=CS2)C)=O